boron di(adipic acid) C(CCCCC(=O)O)(=O)O.C(CCCCC(=O)O)(=O)O.[B]